C(#N)C1=C(C=CC=C1)CS(=O)(=O)NC1=C(C(=C(C=C1F)C1=CC2=C(N=C(N=C2)N[C@@H]2CNC[C@H](C2)F)N(C1=O)C(C)C)F)F 1-(2-cyanophenyl)-N-(2,3,6-trifluoro-4-(2-(((3S,5S)-5-fluoro-piperidin-3-yl)amino)-8-isopropyl-7-oxo-7,8-dihydropyrido[2,3-d]-pyrimidin-6-yl)phenyl)-methanesulfonamide